NC1=NC=CC=C1C1=NC=2C(=NC=C(C2)C2=CC=CC=C2)N1C1=CC=C(CN2CCC(CC2)OC=2C=C(C#N)C=CN2)C=C1 2-((1-(4-(2-(2-aminopyridin-3-yl)-6-phenyl-3H-imidazo[4,5-b]pyridin-3-yl)benzyl)piperidin-4-yl)oxy)isonicotinonitrile